FC1=CC=C(C=C1)[C@H](C)OC=1C=C(C=CC1[N+](=O)[O-])C1=NN(C2=C1C(=NC=C2)N)C (S)-3-(3-(1-(4-fluorophenyl)ethoxy)-4-nitrophenyl)-1-methyl-1H-pyrazolo[4,3-c]pyridin-4-amine